bis-silyl-methane [SiH3]C[SiH3]